2-(methylsulfonyl)ethane-1-amine hydrochloride Cl.CS(=O)(=O)CCN